O=C1N(C(C2=CC=CC=C12)=O)CC1=CSC=2CN(CCC21)C(=O)OC(C)(C)C tert-Butyl 3-((1,3-dioxoisoindolin-2-yl)methyl)-4,7-dihydrothieno[2,3-c]pyridine-6(5H)-carboxylate